2-(3-(1-((1S,3R,4R,5R)-4-fluoro-1-methyl-8-azabicyclo[3.2.1]octan-3-yl)vinyl)-1,2,4-triazin-6-yl)-5-(1H-1,2,3-triazol-1-yl)phenol F[C@@H]1[C@H](C[C@@]2(CC[C@H]1N2)C)C(=C)C=2N=NC(=CN2)C2=C(C=C(C=C2)N2N=NC=C2)O